N-ethyl-N-(4-(7-oxo-7,8-dihydro-1,8-naphthyridin-4-yl)benzyl)sulfamide hydrochloride Cl.C(C)N(S(=O)(=O)N)CC1=CC=C(C=C1)C1=CC=NC=2NC(C=CC12)=O